3-fluoro-4-(2,3,5-trifluorophenyl)pyridine-2-carbonitrile FC=1C(=NC=CC1C1=C(C(=CC(=C1)F)F)F)C#N